NCCOCCOCCO 2-(2-(2-Aminoethoxy)ethoxy)-ethanol